N-((1-fluorocyclopropyl)methyl)-5-(imidazo[1,2-a]pyrimidin-6-yl)-7H-pyrrolo[2,3-d]pyrimidin-2-amine FC1(CC1)CNC=1N=CC2=C(N1)NC=C2C=2C=NC=1N(C2)C=CN1